NC=1C=2N(C3=CC(=C(C=C3N1)F)C(=O)N1[C@@H]3[C@H](OCC1)CC=1C=C(C=CC13)C1CC1)C=NC2 (4-amino-7-fluoroimidazo[1,5-a]quinoxalin-8-yl)((4aS,9aR)-7-cyclopropyl-2,3,9,9a-tetrahydroindeno[2,1-b][1,4]oxazin-4(4aH)-yl)methanone